2-(4-benzyloxy-3,5-dimethylphenyl)-5,7-difluoro-3H-quinazolin-4-one C(C1=CC=CC=C1)OC1=C(C=C(C=C1C)C1=NC2=CC(=CC(=C2C(N1)=O)F)F)C